3-Iodo-4-methoxyphenethyl acetate C(C)(=O)OCCC1=CC(=C(C=C1)OC)I